2-(5-(cyclopropylmethyl)-4-(3-fluoro-4-sulfamoylbenzyl)-3-(3-((3-methylthiophen-2-yl)ethynyl)phenyl)-1H-pyrazol-1-yl)thiazole-4-carboxylic acid C1(CC1)CC1=C(C(=NN1C=1SC=C(N1)C(=O)O)C1=CC(=CC=C1)C#CC=1SC=CC1C)CC1=CC(=C(C=C1)S(N)(=O)=O)F